perimidone C1=CC2=C3C(=C1)NC(=O)NC3=CC=C2